C(\C=C\C)(=O)NC=1C=CC=C2C=CC(=CC12)C1=NC=CC(=N1)C(=O)NC1CCN(CC1)C 2-{8-[(2E)-but-2-enamido]naphthalen-2-yl}-N-(1-methylpiperidin-4-yl)pyrimidine-4-carboxamide